FC(C#N)(C1=CC=C(C=C1)OC(F)(F)F)F 2,2-difluoro-2-(4-(trifluoromethoxy)phenyl)acetonitrile